FC1=C(C=CC=C1)C=CC(=O)N[C@@H](C)C1=CC(=CC=C1)N1CC(OCC1)C (S)-3-(2-Fluoro-phenyl)-N-{1-[3-(2-methyl-morpholin-4-yl)-phenyl]-ethyl}-acrylamide